(±)-6-bromo-4-(1-(3-(difluoromethyl)-2-fluorophenyl)ethylamino)-2-methylpyrido[2,3-d]pyrimidin-7(8H)-one BrC1=CC2=C(N=C(N=C2N[C@H](C)C2=C(C(=CC=C2)C(F)F)F)C)NC1=O |r|